(R)-3-(((6-(2-fluoro-6-methoxyphenyl)-1,2,3,4-tetrahydroisoquinolin-1-yl)methyl)amino)isonicotinic acid FC1=C(C(=CC=C1)OC)C=1C=C2CCN[C@H](C2=CC1)CNC1=C(C(=O)O)C=CN=C1